COC1=CC=C2C=C(C=NC2=C1)N(C1CCN(CC1)CC(=O)N1[C@@H](CCC1)C#N)C (2S)-1-[2-[4-[(7-methoxy-3-quinolinyl)-methyl-amino]-1-piperidinyl]acetyl]pyrrolidine-2-carbonitrile